Cl.N[C@@H]1CN(CC1)C1=C(C=C(C=C1)Cl)C1=NC=NN2C1=CC(=C2)CN2C(C1C(C1C2=O)(C)C)=O 3-((4-(2-((S)-3-aminopyrrolidin-1-yl)-5-chlorophenyl)pyrrolo[2,1-f][1,2,4]triazin-6-yl)methyl)-6,6-dimethyl-3-azabicyclo[3.1.0]hexane-2,4-dione hydrochloride